N2-sec-butyl-6-phenyl-N4-(pyridin-4-yl)-1,3,5-triazine-2,4-diamine C(C)(CC)NC1=NC(=NC(=N1)NC1=CC=NC=C1)C1=CC=CC=C1